COC(=O)C1=C(C=NC=C1)NC[C@@H]1CCOC2=C1C=CC(=C2)N(C)C2=CC=C(C=C2)C#N 3-({[(4R)-7-[(4-cyanophenyl)(methyl)amino]-3,4-dihydro-2H-1-benzopyran-4-yl]methyl}amino)pyridine-4-carboxylic acid methyl ester